C(=C)[C@@H]1O[C@@H]1C=C cis-2,3-divinyl-oxirane